FC=1C=C(C=C(C1)F)S(=O)(=O)N1CCC2(C[C@@H](CO2)N2CC3(COC3)C2)CC1 (S)-8-((3,5-difluorophenyl)sulfonyl)-3-(2-oxa-6-azaspiro[3.3]hept-6-yl)-1-oxa-8-azaspiro[4.5]decane